OC1CC2(CN(C2)C2=C3C(=NC=C2)N(N=C3CNC(OC(C)(C)C)=O)C3=CC=C(C=C3)OC(F)(F)F)C1 tert-butyl ((4-(6-hydroxy-2-azaspiro[3.3]heptan-2-yl)-1-(4-(trifluoromethoxy)phenyl)-1H-pyrazolo[3,4-b]pyridin-3-yl)methyl)carbamate